ethyl 5-(3-(methylsulfonamido)propanamido)pyrazolo[1,5-a]pyridine-3-carboxylate CS(=O)(=O)NCCC(=O)NC1=CC=2N(C=C1)N=CC2C(=O)OCC